C(CCCCCCC\C=C/CCCCCCCC)(=O)O.C(CCCCCCC\C=C/CCCCCCCC)(=O)O.C(CCCCCCC\C=C/CCCCCCCC)(=O)O.OCCCC hydroxymethyl-propane trioleate